NC1=NN(C2=NC(=CC=C21)C2CC2)C(=O)C=2C(=NC=CC2)OC (3-amino-6-cyclopropyl-1H-pyrazolo[3,4-b]pyridin-1-yl)(2-methoxypyridin-3-yl)methanone